ethyl 2-fluoroacrylate (ethyl 2-fluoroacrylate) C(C)C=C(C(=O)O)F.FC(C(=O)OCC)=C